tert-butyl (5-cyclopentyl-6-((dimethylamino)methyl)pyridin-2-yl)carbamate C1(CCCC1)C=1C=CC(=NC1CN(C)C)NC(OC(C)(C)C)=O